guluronic acid (guluronate) O=C[C@H](O)[C@H](O)[C@@H](O)[C@H](O)C(=O)O.O=C[C@H](O)[C@H](O)[C@@H](O)[C@H](O)C(=O)O